C(C)(=O)OCN1C(N(C(C(=C1)C1=C(C(=CC=C1)F)Cl)=O)[C@H](CS(=O)(=O)C)C)=O [5-(2-Chloro-3-fluoro-phenyl)-3-((S)-2-methanesulfonyl-1-methyl-ethyl)-2,4-dioxo-3,4-dihydro-2H-pyrimidin-1-yl]-methyl acetate